CN(CCCOC1=NC=C(C=C1NS(=O)(=O)C1=CC=C(C=C1)OC(F)(F)F)C1=CC=2C3=C(C=NC2C=C1)N(C(C31CC1)=O)C)C N-(2-(3-(Dimethylamino)propoxy)-5-(3'-methyl-2'-oxo-2',3'-dihydrospiro[cyclopropane-1,1'-pyrrolo[2,3-c]quinolin]-8'-yl)pyridin-3-yl)-4-(trifluoromethoxy)benzenesulfonamide